3-(3-Ethoxy-4-((6-methoxypyridin-3-yl)methoxy)benzyl)-6-(4-methylpiperazin-1-yl)-3H-imidazo[4,5-b]pyridine C(C)OC=1C=C(CN2C=NC=3C2=NC=C(C3)N3CCN(CC3)C)C=CC1OCC=1C=NC(=CC1)OC